C=C(C(=O)OC)CC(=O)OC1(CCC1)C1=CC=C(C=C1)SC(F)(F)F 1-methyl 4-(1-(4-((trifluoromethyl)thio)phenyl)cyclobutyl) 2-methylenesuccinate